ClC1=C(C(=O)O)C=CC=C1OC1CC(C1)C#N 2-chloro-3-(3-cyanocyclobutoxy)benzoic acid